ethyl 3-(4-methyl-3-{[6-(2-nitrophenoxy)-2,2-dioxo-2H-1,2λ6,3-benzoxathiazin-3(4H)-yl]methyl}phenyl)-3-(4-methyl-1-{2-[(oxan-2-yl)oxy]ethyl}-1H-benzotriazol-5-yl)propanoate CC1=C(C=C(C=C1)C(CC(=O)OCC)C1=C(C2=C(N(N=N2)CCOC2OCCCC2)C=C1)C)CN1S(OC2=C(C1)C=C(C=C2)OC2=C(C=CC=C2)[N+](=O)[O-])(=O)=O